(S)-N'-((8-fluoro-1,2,3,5,6,7-hexahydro-s-indacen-4-yl)carbamoyl)-4-(2-hydroxy-propan-2-yl)thiazole-2-sulfonimidamide FC=1C=2CCCC2C(=C2CCCC12)NC(=O)N=[S@@](=O)(N)C=1SC=C(N1)C(C)(C)O